N-(4-{2-[(3,3-difluoro-1-azetidinyl)carbonyl]-4-fluorophenyl}-6-isopropoxy-2-pyridyl)-1-cyclopropyl-5-{[(cyclopropylmethyl)amino]methyl}-2-oxo-1,2-dihydronicotinamide FC1(CN(C1)C(=O)C1=C(C=CC(=C1)F)C1=CC(=NC(=C1)OC(C)C)NC(C=1C(N(C=C(C1)CNCC1CC1)C1CC1)=O)=O)F